NC1=C(C(=NC=N1)C=1C(=C(C=C(C1)F)NC(=O)C1=C(C2=C(C(CO2)(C)C)C=C1)F)C)OCCN(C(C=C)=O)CCF N-(3-(6-amino-5-(2-(N-(2-fluoroethyl)acrylamido)ethoxy)pyrimidin-4-yl)-5-fluoro-2-methylphenyl)-7-fluoro-3,3-dimethyl-2,3-dihydrobenzofuran-6-carboxamide